4-[3-({[(1S,3S)-3-aminocyclohexyl]meth-yl}amino)-1-{4-[(3S)-3-methoxypyrrolidin-1-yl]phenyl}-1H-pyrazol-5-yl]-2-fluorobenzonitrile N[C@@H]1C[C@H](CCC1)CNC1=NN(C(=C1)C1=CC(=C(C#N)C=C1)F)C1=CC=C(C=C1)N1C[C@H](CC1)OC